5-(benzyloxy)-2-methylbenzofuran-3-carboxylic acid C(C1=CC=CC=C1)OC=1C=CC2=C(C(=C(O2)C)C(=O)O)C1